ClC1=CC(=C(CNCC2CCNCC2)C=C1)OCC1CC1 N-(4-chloro-2-(cyclopropylmethoxy)benzyl)-1-(piperidin-4-yl)methanamine